1-[(6-chloro-3-pyridinyl)methyl]-7-methyl-8-nitro-5-propoxy-3,5,6,7-tetrahydro-2H-imidazo[1,2-a]pyridine ClC1=CC=C(C=N1)CN1CCN2C1=C(C(CC2OCCC)C)[N+](=O)[O-]